[C@H]12COC[C@H](CC(C1)OC1=CC=C(N=N1)C1=C(C=C(C=C1)C=1C=NNC1)O)N2 2-(6-(((1r,5s,7s)-3-oxa-9-azabicyclo[3.3.1]non-7-yl)oxy)pyridazin-3-yl)-5-(1H-pyrazol-4-yl)phenol